NC1CCN(CC1)C1=C(C(=C(C=N1)C1=CC=C(C(=O)NO)C=C1)C1=CC(=C(C=C1)C#N)F)C#N 4-(6-(4-aminopiperidin-1-yl)-5-cyano-4-(4-cyano-3-fluorophenyl)pyridin-3-yl)-N-hydroxybenzoamide